CC1=NN2C(N(CCC2)C(CCC(=O)NC2=CC=C(C=C2)C2=NC=CC=C2)=O)=C1 4-(2-methyl-6,7-dihydropyrazolo[1,5-a]pyrimidin-4(5H)-yl)-4-oxo-N-(4-(pyridin-2-yl)phenyl)butanamide